Cl.COC(=O)[C@@]1([C@@H](C1)CCOCC)N (1R,2S)-1-amino-2-(2-ethoxyethyl)cyclopropanecarboxylic acid methyl ester hydrochloride